N-{(R)-1-[3-amino-5-(trifluoromethyl)phenyl]ethyl}-2-methyl-6-(tetrahydro-2H-pyran-3-yl)-7,8-dihydro-6H-pyrrolo[2,3-g]quinazolin-4-amine NC=1C=C(C=C(C1)C(F)(F)F)[C@@H](C)NC1=NC(=NC2=CC3=C(C=C12)N(CC3)C3COCCC3)C